[Fe](Cl)Cl.CC1=C(C(=CC=C1)C)N=C(C)C1=CC=CC=N1 6-[1-(2,6-dimethylphenylimino)ethyl]pyridine iron dichloride